benzyl 4-(4-ethoxycarbonylcyclohexoxy)piperidine-1-carboxylate C(C)OC(=O)C1CCC(CC1)OC1CCN(CC1)C(=O)OCC1=CC=CC=C1